FC(OC1=CC=C(C=C1)C(O)(C1=CC=CC=C1)C=1N(C=2C(=NC(=C(C2)C2=NN=NN2)OC)N1)CC)F [4-(difluoromethoxy)phenyl][1-ethyl-5-methoxy-6-(1H-1,2,3,4-tetrazol-5-yl)-1H-imidazo[4,5-b]pyridin-2-yl]phenylmethanol